Cl.BrC1=C(C=C(C=C1)C(F)(F)F)[C@@H](C)N |r| (±)-1-(2-bromo-5-(trifluoromethyl)phenyl)ethane-1-amine hydrochloride